(R)-3-([1,1'-biphenyl]-4-yl)-3-hydroxy-N,N-dimethylpropionamide C1(=CC=C(C=C1)[C@@H](CC(=O)N(C)C)O)C1=CC=CC=C1